acryloxypropyldiiodomethylsilane C(C=C)(=O)OCCC[SiH2]C(I)I